tert-butyl rac-(2S,4R)-2-methyl-2-phenyl-4-(trifluoromethyl)piperidine-1-carboxylate C[C@@]1(N(CC[C@H](C1)C(F)(F)F)C(=O)OC(C)(C)C)C1=CC=CC=C1 |r|